C(C)(=O)OC(C)OP(=O)(CCC)OC1=C(C(=CC(=C1)CCCCC)O)C1CCCC(=C1)C 1-((((6-hydroxy-5'-methyl-4-pentyl-1',2',3',4'-tetrahydro-[1,1'-biphenyl]-2-yl)oxy)(propyl)phosphoryl)oxy)ethyl acetate